3-[1-[2-[(4-methoxyphenyl)methyl]pyrazol-3-yl]-6-[(3R)-3-methylmorpholin-4-yl]pyrazolo[3,4-b]pyridin-4-yl]-6-methyl-pyridin-2-amine COC1=CC=C(C=C1)CN1N=CC=C1N1N=CC=2C1=NC(=CC2C=2C(=NC(=CC2)C)N)N2[C@@H](COCC2)C